6,7-dichloro-3-((1-methyl-1H-1,2,4-triazol-3-yl)methyl)-1,3,4,9-tetrahydro-[1,2,6]thiadiazino[4,3-g]indole 2,2-dioxide ClC=1C=2C(=CNC2C2=C(C1)CN(S(N2)(=O)=O)CC2=NN(C=N2)C)Cl